C(C=C)(=O)NC(CS(=O)(=O)N)(C)C 2-acrylamido-2-methylpropanesulfonic acid, amide